N-(4-(2-(4-amino-1-isopropyl-1H-pyrazol-3-yl)-3H-imidazo[4,5-b]pyridin-7-yl)-2-(trifluoromethyl)benzyl)-3-(tert-butyl)-1,2,4-oxadiazole-5-carboxamide NC=1C(=NN(C1)C(C)C)C1=NC=2C(=NC=CC2C2=CC(=C(CNC(=O)C3=NC(=NO3)C(C)(C)C)C=C2)C(F)(F)F)N1